C[C@@H]1O[C@@H](CN(C1)C=1C=CC2=C(NC(=N2)C=2C(NC3=CC=CC=C3C2N[C@@H](C)C2=NC=CC=N2)=O)C1)C |o1:26| 3-(6-((2S,6R)-2,6-dimethylmorpholino)-1H-benzo[d]imidazol-2-yl)-4-(((S*)-1-(pyrimidin-2-yl)ethyl)amino)quinolin-2(1H)-one